[N+](=O)([O-])C=1C=CC(=NC1)SSC(CN)C 2-((5-nitropyridin-2-yl)disulfanyl)propan-1-amine